FC1=CC=C(C=C1)[C@@H](C)NC1=CC=C(C=N1)C1=CC2=C(NC(O2)=O)C=C1 (R)-6-(6-((1-(4-fluorophenyl)ethyl)amino)pyridin-3-yl)benzo[d]oxazol-2(3H)-one